t-butyl 4-aminophenylacetate NC1=CC=C(C=C1)CC(=O)OC(C)(C)C